ClC=1C=C(C=C(C1)Cl)NC(O)=O 3,5-dichlorophenyl-carbamic acid